C(C)(C)(C)OC(=O)N1CCC12CCN(CC2)C2=C1C=NC(=NC1=C(C=C2)C(=O)OC)OC methyl 5-(1-tert-butoxycarbonyl-1,7-diazaspiro[3.5]nonan-7-yl)-2-methoxy-quinazoline-8-carboxylate